2,2'-Methylenebis(5-butylphenol) C(C1=C(C=C(C=C1)CCCC)O)C1=C(C=C(C=C1)CCCC)O